C(#N)C(C(=O)O)C cyano-propionic acid